1-((2-(3-Bromo-2-methylphenyl)-6-(difluoromethoxy)benzo[d]oxazol-5-yl)methyl)pyrrolidine-3-carboxylic acid methyl ester COC(=O)C1CN(CC1)CC=1C(=CC2=C(N=C(O2)C2=C(C(=CC=C2)Br)C)C1)OC(F)F